N-(5-((5-ethynyl-7-oxo-7,8-dihydropyrido[2,3-d]pyrimidin-2-yl)amino)-2-(4-methylpiperazin-1-yl)benzyl)acrylamide C(#C)C1=CC(NC=2N=C(N=CC21)NC=2C=CC(=C(CNC(C=C)=O)C2)N2CCN(CC2)C)=O